triethyl-λ5-bismuthanimine C(C)[Bi](=N)(CC)CC